ClC1=NC=C(C=N1)[N+](=O)[O-] 2-chloro-5-nitro-pyrimidine